N6-((1-(benzo[b]thiophen-4-yl)piperidin-4-yl)methyl)-N6-propyl-4,5,6,7-tetrahydrobenzo[d]thiazole-2,6-diamine S1C2=C(C=C1)C(=CC=C2)N2CCC(CC2)CN(C2CC1=C(N=C(S1)N)CC2)CCC